(((6-chloropyridazin-3-yl)oxy)methyl)-3-(4-fluorophenyl)-5-methylisoxazole ClC1=CC=C(N=N1)OCC=1C(=NOC1C)C1=CC=C(C=C1)F